C(CCC)(C=1C(CC(=CC1)O)(C(C)(C)C)C)C=1C(CC(=CC1)O)(C)C(C)(C)C 4,4'-Butylidenebis(3-t-butyl-3-methylphenol)